3-butoxypropionitrile C(CCC)OCCC#N